FC1=C(C=C(C=C1)OC=1C(=C2C=CNC2=CC1F)C)C=1NC=C(N1)CC=1C=C(SC1)CCC(=O)O 3-(4-((2-(2-fluoro-5-((6-fluoro-4-methyl-1H-indol-5-yl)oxy)phenyl)-1H-imidazol-4-yl)methyl)thiophen-2-yl)propanoic acid